ClC1=NC=C(C(=N1)C=1C=C2C(=CC(=NC2=C(C1)F)C)C(=O)OC)F Methyl 6-(2-chloro-5-fluoropyrimidin-4-yl)-8-fluoro-2-methylquinoline-4-carboxylate